COC(=O)[C@H]1[C@@H](C1)CO |r| (±)-trans-2-(hydroxymethyl)cyclopropan-1-carboxylic acid methyl ester